[Si](C)(C)(C(C)(C)C)OC[C@@H](COC1=CC=2N(C=C1S(=O)(=O)C(C)(C)C)C=CN2)C (R)-7-(3-((tert-butyldimethylsilyl)oxy)-2-methylpropoxy)-6-(tert-butylsulfonyl)imidazo[1,2-a]pyridine